C(C)(=O)O.C1(CCCC1)CC(C=O)=NO 3-cyclopentylpropan-1,2-dione-2-oxime acetate